NCCC1=CC=C(C=C1)C1=C(OC2=C(N=C(S2)C2=CC=CC=C2)C#N)C=C(C=C1)C#N 5-[2-[4-(2-aminoethyl)phenyl]-5-cyanophenoxy]-2-phenyl-1,3-thiazole-4-carbonitrile